7-Methoxychroman-4-ol COC1=CC=C2C(CCOC2=C1)O